2-methylthio-N6-methyladenosine CSC=1N=C(C=2N=CN([C@H]3[C@H](O)[C@H](O)[C@@H](CO)O3)C2N1)NC